C(C)(C)(C)C=1C(=C(C=C(C1)CCC(=O)OCC(CCCC)CC)N1N=C2C(=N1)C=CC=C2)O 2-(3-tert-butyl-5-(2-(2-ethylhexyl-oxy)carbonylethyl)-2-hydroxyphenyl)-2H-benzotriazole